4-methyl-2-(thiazol-2-yl)imidazo[1,5-a]pyrimidin-8-carboxylate CC1=CC(=NC=2N1C=NC2C(=O)[O-])C=2SC=CN2